3-[(3-chloro-2-methoxyphenyl)amino]-2-{3-[2-(morpholin-3-yl)ethynyl]pyridin-4-yl}-1H,5H,6H,7H-pyrrolo[3,2-c]pyridin-4-one ClC=1C(=C(C=CC1)NC1=C(NC2=C1C(NCC2)=O)C2=C(C=NC=C2)C#CC2NCCOC2)OC